OC1=CC=C(C=C1)C1(CC(C2=CC=CC=C12)C1=CC=CC=C1)C1=CC=C(C=C1)O 1,1-bis(4-hydroxyphenyl)-3-phenyl-indan